Tricosan-12-yl ((S)-(((2R,3S,5R)-5-(6-amino-2-fluoro-9H-purin-9-yl)-2-ethynyl-3-hydroxytetrahydrofuran-2-yl)methoxy)(phenoxy)phosphoryl)-L-phenylalaninate NC1=C2N=CN(C2=NC(=N1)F)[C@H]1C[C@@H]([C@@](O1)(C#C)CO[P@](=O)(OC1=CC=CC=C1)N[C@@H](CC1=CC=CC=C1)C(=O)OC(CCCCCCCCCCC)CCCCCCCCCCC)O